ClC1=C2CC(CC2=CC=C1)NC=1C=CC(=NC1)[C@@H](C(F)(F)F)N(C(=O)C1CCS(CC1)(=O)=O)C N-((1S)-1-(5-((4-Chloro-2,3-dihydro-1H-inden-2-yl)amino)pyridin-2-yl)-2,2,2-trifluoroethyl)-N-methyltetrahydro-2H-thiopyran-4-carboxamide 1,1-dioxide